2-(7-(diethylamino)-4-methyl-2-oxo-2H-chromen-3-yl)ethyl ((6-(trifluoromethyl)pyridin-3-yl)methyl)carbamate FC(C1=CC=C(C=N1)CNC(OCCC=1C(OC2=CC(=CC=C2C1C)N(CC)CC)=O)=O)(F)F